4-(6-(4-Aminopiperidin-1-yl)-5-cyano-4-(4-cyano-3-fluorophenyl)pyridin-3-yl)-N-hydroxybenzamide hydrochloride Cl.NC1CCN(CC1)C1=C(C(=C(C=N1)C1=CC=C(C(=O)NO)C=C1)C1=CC(=C(C=C1)C#N)F)C#N